BrCC(C(CCCC(CS(=O)(=O)CCO[Si](C1=CC=CC=C1)(C1=CC=CC=C1)C(C)(C)C)(C)C)(C)C=1C=C(C=CC1)C[C@@H](C(=O)OC)C)=O methyl (2S)-3-(3-(1-bromo-8-((2-((tert-butyldiphenylsilyl)oxy)-ethyl)sulfonyl)-3,7,7-trimethyl-2-oxooctan-3-yl)phenyl)-2-methylpropanoate